BrC1=C(C(=CC=C1)O)/C=C/C(=O)OCC ethyl E-3-(2-bromo-6-hydroxy-phenyl)prop-2-enoate